1-pentyl-9,10-anthraquinone C(CCCC)C1=CC=CC=2C(C3=CC=CC=C3C(C12)=O)=O